((3aR,6aS)-5-(3,6-dimethylpyrazin-2-yl)hexahydropyrrolo[3,4-c]pyrrol-2(1H)-yl)(2-(3-fluoropyridin-2-yl)indolizin-1-yl)methanone CC=1C(=NC(=CN1)C)N1C[C@@H]2[C@H](C1)CN(C2)C(=O)C=2C(=CN1C=CC=CC21)C2=NC=CC=C2F